ClC1=CC=C2CC[C@@]3(C2=C1)[C@H](C3)C(=O)OCC |o1:7,10| ethyl (1S*,2S*)-6'-chloro-2',3'-dihydrospiro[cyclopropane-1,1'-indene]-2-carboxylate